2-methyl-6-[4-(trifluoromethyl)phenoxy]pyrimidin CC1=NC(=CC=N1)OC1=CC=C(C=C1)C(F)(F)F